N-(3-(4'-((S)-3-Methoxybutoxy)-4,5,5',6'-Tetrahydro-2H-Spiro[Furan-3,8'-Pyrano[3,4-b]Pyridin]-2'-yl)-1-Methyl-1H-Pyrrolo[2,3-c]Pyridin-5-yl)Acetamide CO[C@H](CCOC1=C2C(=NC(=C1)C1=CN(C3=CN=C(C=C31)NC(C)=O)C)C3(OCC2)COCC3)C